2-bromo-N-[6-(2,2-difluoroethoxy)-5-fluoro-2-methoxy-3-pyridinyl]quinoline-5-sulfonamide BrC1=NC=2C=CC=C(C2C=C1)S(=O)(=O)NC=1C(=NC(=C(C1)F)OCC(F)F)OC